Methyl 4-(3-chloro-2-fluoro-6-methoxyphenyl)-6-methylpyridine-3-carboxylate ClC=1C(=C(C(=CC1)OC)C1=C(C=NC(=C1)C)C(=O)OC)F